3-(4-(4-Acetyl-3,3-dimethylpiperazin-1-yl)pyrimidin-2-yl)imidazo[1,2-a]pyrazine-6-carboxamide C(C)(=O)N1C(CN(CC1)C1=NC(=NC=C1)C1=CN=C2N1C=C(N=C2)C(=O)N)(C)C